2-bromo-1-((2-(trimethylsilyl)ethoxy)methyl)-1H-benzo[d]imidazole BrC1=NC2=C(N1COCC[Si](C)(C)C)C=CC=C2